C1(CC1)CN1CC[C@]23CC(NC(C[C@]2([C@H]1CC1=CC=C(C=C13)OC)O)(C)C)=O (5aS,6R,11bR)-14-(cyclopropylmethyl)-5a-hydroxy-10-methoxy-4,4-dimethyl-3,4,5,5a,6,7-hexahydro-6,11b-(epiminoethano)naphtho[1,2-d]azepin-2(1H)-one